1-methoxy-2-(prop-2-yn-1-yloxy)benzene COC1=C(C=CC=C1)OCC#C